copper thiazolide S1[C-]=NC=C1.[Cu+2].S1[C-]=NC=C1